[Br-].[Br-].C(CCCCCCCCCCC)[N+](CCCCCC[N+](C)(C)CCCCCCCCCCCC)(C)C N,N'-didodecyl-N,N,N',N'-tetramethylhexane-1,6-diaminium dibromide